NC(C)C=1C=C(C=CC1)NC1=NC(=NC=C1C(=O)N)NC1=C(C=C2CCN(CC2=C1)C)OC 4-{[3-(1-aminoethyl)phenyl]-amino}-2-[(6-methoxy-2-methyl-1,2,3,4-tetrahydroisoquinolin-7-yl)amino]pyrimidine-5-carboxamide